C(C)OC(CCC(=O)C1=NC(=CC=C1O)CC1=C(C=CC(=C1)Cl)Cl)=O 4-[6-(2,5-Dichloro-benzyl)-3-hydroxy-pyridin-2-yl]-4-oxo-butyric acid ethyl ester